4-(3-(2,4-Difluoro-3-hydroxy-5-(trifluoromethyl)phenyl)-1-methyl-1H-pyrazolo[3,4-d]pyrimidin-6-yl)morpholine-2-carboxamide FC1=C(C=C(C(=C1O)F)C(F)(F)F)C1=NN(C2=NC(=NC=C21)N2CC(OCC2)C(=O)N)C